tert-Butyl 2-((4-methyl-3-((1-(quinolin-5-yl)cyclopropyl)carbamoyl)phenoxy) methyl)pyrrolidine-1-carboxylate CC1=C(C=C(OCC2N(CCC2)C(=O)OC(C)(C)C)C=C1)C(NC1(CC1)C1=C2C=CC=NC2=CC=C1)=O